CC1=CC=C(C=C1)C1CCC(CC1)C(=O)NC1=CC(=C(C=C1)O)S(=O)(=O)C 4-(4-methylphenyl)-N-(4-hydroxy-3-(methylsulfonyl)phenyl)cyclohexane-1-carboxamide